2-pyrazolecarboxylic acid N=1N(C=CC1)C(=O)O